(1R,5S,6s)-N-[6-(4-fluorophenyl)pyridazin-3-yl]-3-(tetrahydropyran-4-ylmethyl)-3-azabicyclo[3.1.0]hexan-6-amine FC1=CC=C(C=C1)C1=CC=C(N=N1)NC1[C@@H]2CN(C[C@H]12)CC1CCOCC1